(3E)-3-hexene-1,6-diol C(C\C=C\CCO)O